OC(CCC=CCC=CCC=CCC=CCCCC(=O)O)CC 18-hydroxyeicosa-5,8,11,14-tetraenoic acid